Cl.Cl.CC1(C2C(N(C(C12)=O)CC1=CC2=NC=CC(=C2S1)C1=C(C(=CC(=N1)C#N)C)C(=O)N1[C@H](CN(CC1)C)C)=O)C 6-(2-((6,6-dimethyl-2,4-dioxo-3-azabicyclo[3.1.0]hexan-3-yl)methyl)thieno[3,2-b]pyridin-7-yl)-5-((S)-2,4-dimethylpiperazine-1-carbonyl)-4-methylpicolinonitrile dihydrochloride